5-(4-{4-[(5,5-difluoro-5,6-dihydro-4H-1,3-oxazin-2-yl)amino]-2,6-difluorophenoxy}-1-{[2-(trimethylsilyl)ethoxy]methyl}-1H-pyrrolo[2,3-b]pyridin-3-yl)-2-[(propan-2-yl)oxy]benzonitrile FC1(CN=C(OC1)NC1=CC(=C(OC2=C3C(=NC=C2)N(C=C3C=3C=CC(=C(C#N)C3)OC(C)C)COCC[Si](C)(C)C)C(=C1)F)F)F